NC1=CC=C(C=C1)C1(COCC1)C(=O)OCC ethyl 3-(4-aminophenyl)tetrahydrofuran-3-carboxylate